C[C@@H]1[C@H]([C@@H]([C@H](C(O1)OP(=O)(O)OP(=O)(O)OC[C@@H]2[C@H](C[C@@H](O2)N3C=C(C(=O)NC3=O)C)O)O)O)NC(=O)C The molecule is a dTDP-sugar having 4-acetamido-4,6-dideoxy-D-glucose as the sugar component. It derives from a dTDP-D-glucose. It is a conjugate acid of a dTDP-4-acetamido-4,6-dideoxy-D-glucose(2-).